N1CCC(CC1)C1=NC=C(C=C1NC(=O)C=1OC(=CC1)C1CCOCC1)C(F)(F)F N-(2-(piperidin-4-yl)-5-(trifluoromethyl)pyridin-3-yl)-5-(tetrahydro-2H-pyran-4-yl)furan-2-carboxamide